FC1(CCC2=C1N=C(N=C2C=2CCN(CC2)C(=O)OC(C)(C)C)SC)F tert-butyl 4-(7,7-difluoro-2-(methylsulfanyl)-6,7-dihydro-5H-cyclopenta[d]pyrimidin-4-yl)-3,6-dihydropyridine-1(2H)-carboxylate